1-(8-fluoro-2-(((2R,7aS)-2-fluorohexahydro-1H-pyrrolizin-7a-yl)methoxy)-7-(3-hydroxynaphthalen-1-yl)pyrido[4,3-d]pyrimidin-4-yl)-4-(3-hydroxypropyl)piperidin-4-ol FC1=C(N=CC2=C1N=C(N=C2N2CCC(CC2)(O)CCCO)OC[C@]21CCCN1C[C@@H](C2)F)C2=CC(=CC1=CC=CC=C21)O